CN1C=CC=2C1=C(N=CC2C(F)(F)F)N2CCN(CC2)C=O 4-(1-methyl-4-(trifluoromethyl)-1H-pyrrolo[2,3-c]pyridin-7-yl)piperazin-1-methanone